2-[4-(cyanomethoxy)phenyl]-3-oxo-6,8-dihydro-5H-imidazo[1,5-a]pyrazine-1-carboxamide C(#N)COC1=CC=C(C=C1)N1C(N2C(CNCC2)=C1C(=O)N)=O